methacryloyloxyethylphosphocholine chloride [Cl-].C(C(=C)C)(=O)OCCOP(=O)(O)OCC[N+](C)(C)C